C(C)(C)(C)N[Ta](N(C)CC)(N(C)CC)N(CC)C (t-butylamino)tris(methyl-ethyl-amino)tantalum